ethyl 3-cyclopropyl-1-(oxan-2-ylmethyl)-4-(trifluoromethyl)-1H-pyrazole-5-carboxylate C1(CC1)C1=NN(C(=C1C(F)(F)F)C(=O)OCC)CC1OCCCC1